1-[2,4-Bis(ethoxymethoxy)-6-hydroxyphenyl]-3-phenylprop-2-en-1-one C(C)OCOC1=C(C(=CC(=C1)OCOCC)O)C(C=CC1=CC=CC=C1)=O